di-n-propyl 2,3-dicyclopentyl-2-cyanosuccinate C1(CCCC1)C(C(=O)OCCC)(C(C(=O)OCCC)C1CCCC1)C#N